ClC=1C(N(C(=CC1OCC1=C(CNC(=O)NC)C=C(C=C1)F)C)C1=C(C=CC=C1F)F)=O 1-(2-((3-chloro-1-(2,6-difluorophenyl)-1,2-dihydro-6-methyl-2-oxopyridin-4-yloxy)methyl)-5-fluorobenzyl)-3-methylurea